CN(C)CC1(CCC1)CNC(=O)C1=CC2=C(S1)CCCCCC2 N-({1-[(dimethylamino)methyl]cyclobutyl}methyl)-4H,5H,6H,7H,8H,9H-cycloocta[b]thiophene-2-carboxamide